2,3-PyridineDicarboxylic Anhydride N1=C2C(=CC=C1)C(=O)OC2=O